COCC1=CC=CC1 1-(methoxymethyl)cyclopent-1,3-diene